O[C@H]1[C@@H]2[C@H]3CCC(C=C3CC[C@H]2[C@@H]2CCC([C@@]2(CC)C1)=O)=O 11α-hydroxy-18-methyl-estra-4-en-3,17-dione